9-Bromo-4-(3-((tert-butyldimethylsilyl)oxy)propyl)-3-(4-methoxybenzyl)-7-methyl-3,4-dihydro-5H-pyrazolo[3,4-c]isoquinolin-5-one BrC=1C=2C3=C(N(C(C2C=C(C1)C)=O)CCCO[Si](C)(C)C(C)(C)C)N(N=C3)CC3=CC=C(C=C3)OC